CC(C)N(C(=O)NC(C(=O)O)CCN(CCCCC1=NC=2NCCCC2C=C1)CCOCCC)C(C)C 2-[bis(1-methylethyl)carbamoylamino]-4-[2-propoxyethyl-[4-(5,6,7,8-tetrahydro-1,8-naphthyridin-2-yl)butyl]amino]butanoic acid